COC=1C=2N=CN([C@H]3[C@H](O)[C@H](O)[C@@H](CO)O3)C2N=C(N1)N 6-O-methylguanosine